CC1(C(C2=C(OCCO2)C(C1)=O)=O)S(=O)(=O)[O-].[Ca+2].CC1(C(C2=C(OCCO2)C(C1)=O)=O)S(=O)(=O)[O-] calcium 6-methyl-5,8-dioxo-2,3,5,6,7,8-hexahydrobenzo[B][1,4]dioxin-6-sulfonate